ClC1=C(C=CC(=C1)F)C(C)N1N=CC(=C1)NC(=O)C1=NOC(=C1)C=1OC=CC1 N-(1-(1-(2-chloro-4-fluorophenyl)ethyl)-1H-pyrazol-4-yl)-5-(furan-2-yl)isoxazole-3-carboxamide